CC1=NC(=CC=C1CN1CC(OCC1)C(=O)OC)C=1N=NN(C1COC(N(CCC)C)=O)C methyl 4-((2-methyl-6-(1-methyl-5-(((methyl(propyl)carbamoyl)oxy)methyl)-1H-1,2,3-triazol-4-yl)pyridin-3-yl)methyl)morpholine-2-carboxylate